3-(3-(benzyloxy)-4-(ethylsulfonamido)phenyl)-5-((6-(trifluoromethyl)pyridin-2-yl)amino)-1H-pyrazole-4-carboxamide C(C1=CC=CC=C1)OC=1C=C(C=CC1NS(=O)(=O)CC)C1=NNC(=C1C(=O)N)NC1=NC(=CC=C1)C(F)(F)F